bis(1,3-diisobutoxypropan-2-yl)phosphoric acid C(C(C)C)OCC(COCC(C)C)OP(OC(COCC(C)C)COCC(C)C)(O)=O